OC1=CC=C(C=C1)C#CC(C)N1C(C2=CC=CC=C2C1=O)=O 2-(4-(4-hydroxyphenyl)but-3-yn-2-yl)isoindoline-1,3-dione